N1(CCC1)S(=O)(=O)N1C2CC(CC1CC2)CC2=CC=C(C=C2)NC(OCC2=CN=CO2)=O oxazol-5-ylmethyl (4-((8-(azetidin-1-ylsulfonyl)-8-azabicyclo[3.2.1]octan-3-yl)methyl)phenyl)carbamate